P(=O)(OC(=CC1=CC=C(C=C1)CC)C#N)([O-])[O-] (1-cyano-2-(4-ethylphenyl) vinyl) phosphate